C1(CC1)C1=C(C(=O)O)C(=CC=C1)F 2-cyclopropyl-6-fluoro-benzoic acid